O(C1=CC=CC=C1)C(C(=O)N(N)C(CCCCCCCCC(=O)N(N)C(C(C)OC1=CC=CC=C1)=O)=O)C sebacic acid bis(α-phenoxypropionylhydrazide)